6-(2,3-Dihydro-1,4-benzodioxin-6-yl)-3-(methoxymethyl)-4-oxo-4,5-dihydropyrazolo[1,5-a]-pyrazine-2-carboxylic acid O1CCOC2=C1C=CC(=C2)C=2NC(C=1N(C2)N=C(C1COC)C(=O)O)=O